O1C(C1)CCC1(N(CCC1)C(=O)OCC1=CC=CC=C1)C(=O)OC 1-benzyl 2-methyl 2-(2-(oxiran-2-yl)ethyl)pyrrolidine-1,2-dicarboxylate